(3S)-7-((S)-4-acryloyl-2-methylpiperazin-1-yl)-9-chloro-3-((4-(2,2-difluoroethyl)-piperazin-1-yl)methyl)-10-(2,4-difluorophenyl)-2H-[1,4]thiazino-[2,3,4-ij]quinazolin-5(3H)-one C(C=C)(=O)N1C[C@@H](N(CC1)C1=NC(N2C3=C(C(=C(C=C13)Cl)C1=C(C=C(C=C1)F)F)SC[C@@H]2CN2CCN(CC2)CC(F)F)=O)C